C(C)(C)(C)O[C@H]1[C@@H](CNC1)NC(OCC1=CC=CC=C1)=O Benzyl ((3R,4R)-4-(tert-butoxy)pyrrolidin-3-yl)carbamate